N-(4-methoxy-2-pyridyl)-2-(1-methylpyrazol-4-yl)pyrimidin-4-amine COC1=CC(=NC=C1)NC1=NC(=NC=C1)C=1C=NN(C1)C